N=1N=C(NC1)C1=CC=C(CN(C(=O)C=2COC3=C(C2)C=C(C=C3)F)C)C=C1 N-(4-(4H-1,2,4-triazol-3-yl)benzyl)-6-fluoro-N-methyl-2H-benzopyran-3-carboxamide